C12CNCC(CC1)N2C2=C(C=C(C=C2)N2C(=NC=1C2=NC(=CC1)C1=CC(=NC=C1)N)C)F 4-(3-(4-(3,8-diazabicyclo[3.2.1]octan-8-yl)-3-fluorophenyl)-2-methyl-3H-imidazo[4,5-b]pyridin-5-yl)pyridin-2-amine